CC([C@@H](C(N1CC2=CC=CC=C2C[C@H]1C(=O)N1CC(CCCC1)C1=CC=CC=C1)=O)NC(=O)C1=CC2=C(S1)C=CC(=C2)C(F)(F)P(O)(O)=O)(C)C ((2-(((2S)-3,3-dimethyl-1-oxo-1-((3S)-3-(3-phenylazepane-1-carbonyl)-3,4-dihydroisoquinolin-2(1H)-yl)butan-2-yl)carbamoyl)benzo[b]thiophen-5-yl)difluoromethyl)phosphonic acid